phenyl (2,3-dihydrobenzofuran-7-yl)carbamate O1CCC2=C1C(=CC=C2)NC(OC2=CC=CC=C2)=O